1-(2-Carbonyl-1,2,3,4-tetrahydro-5-oxa-1,2a-diazaacenaphthylen-6-yl)-5-(trifluoromethyl)-N-(2-(trifluoromethyl)pyridin-4-yl)-1H-pyrazole-4-carboxamide C(=O)=C1NC=2C=CC(=C3OCCN1C23)N2N=CC(=C2C(F)(F)F)C(=O)NC2=CC(=NC=C2)C(F)(F)F